CNC(C=C)=O acrylic acid methyl amide